BrC1=CC=C2C=3N(C(COC31)C3=CC=CC=C3)C(N2)=O 7-bromo-4-phenyl-4,5-dihydroimidazo[1,5,4-de][1,4]benzoxazin-2(1H)-one